OC1=CC=C(C(=O)C2=CC=C(C=C2)C=2SC=CC2C(C)C)C=C1 4-hydroxy-4'-[(isopropyl)thiophenyl]benzophenone